C=1(C(=CC=CC1)C(=O)N)C1=CC=CC=C1 meta-biphenyl-amide